C(C)(C)[C@@H]1[C@@H](C[C@@H](CC1)C)OC(/C(/CC(CC1=CC=CC=C1)NC(=O)OC(C)(C)C)=C/C1=C(C=C(C=C1)Cl)Cl)=O (1R,2R,5R)-2-isopropyl-5-methylcyclohexyl-4-((tert-butoxycarbonyl) amino)-2-((E)-2,4-dichlorobenzylene)-5-phenylvalerate